8-(7-chloro-1H-indole-2-carbonyl)-N-(4-fluoro-3-oxo-1-(2-oxopyrrolidin-3-yl)butan-2-yl)-5-oxa-8-azaspiro[3.5]nonane-9-carboxamide ClC=1C=CC=C2C=C(NC12)C(=O)N1CCOC2(CCC2)C1C(=O)NC(CC1C(NCC1)=O)C(CF)=O